5-(3-fluorobenzyl)-N-(2-methylpyrimidin-4-yl)pyridineamide FC=1C=C(CC=2C=CC(=NC2)C(=O)NC2=NC(=NC=C2)C)C=CC1